C(CC)OC1=C(C#N)C=CC=C1 2-propoxybenzonitrile